perfluoro(1,3-diazole) FN1C(=NC(=C1F)F)F